7-amino-4-(3-methyl-1,2-benzoxazol-5-yl)-2-[(oxiran-2-yl)methyl]-2,3-dihydro-1H-isoindol-1-one NC=1C=CC(=C2CN(C(C12)=O)CC1OC1)C=1C=CC2=C(C(=NO2)C)C1